C(CC(=O)C)(=O)OCC(N(CCC(C1=CC=CC=C1)C1=CC=CC=C1)C)C 2,N-dimethyl-N-(3,3-diphenylpropyl)-2-aminoethyl acetoacetate